FC=1C=C(C#N)C=C(C1)[C@@H]1CC=NN1C(=O)N1CCN(CC1)C1=NC=C(C(=N1)C=1N=NN(C1)C)F (S)-3-fluoro-5-(1-(4-(5-fluoro-4-(1-methyl-1H-1,2,3-triazol-4-yl)pyrimidin-2-yl)piperazine-1-carbonyl)-4,5-dihydro-1H-pyrazol-5-yl)benzonitrile